N(=[N+]=[N-])CCC=1C=C2CN(C(C2=CC1)=O)C1CNCCC1 3-[5-(2-azidoethyl)-1-oxo-isoindolin-2-yl]piperidine